3-(3-(3-methyl-4-((pyridin-3-yloxy)methyl)phenoxy)azetidin-1-yl)-2-(1H-pyrrol-1-yl)benzoic acid CC=1C=C(OC2CN(C2)C=2C(=C(C(=O)O)C=CC2)N2C=CC=C2)C=CC1COC=1C=NC=CC1